4'-Cyclopropyl-5,6'-dimethoxy-N-((4-(1-methyl-4-(trifluoromethyl)-1H-imidazol-2-yl)bicyclo[2.2.2]octan-1-yl)methyl)-[2,5'-bipyrimidin]-4-amine C1(CC1)C1=NC=NC(=C1C1=NC=C(C(=N1)NCC12CCC(CC1)(CC2)C=2N(C=C(N2)C(F)(F)F)C)OC)OC